FC1=C2C3=C(NC2=C(C=C1F)NC)N=CC(=C3N3CCC1(CCN1C)C3)C=3C=C1C(C(=CN(C1=NC3)C)C(=O)O)=O 6-[5,6-difluoro-8-(methylamino)-4-(1-methyl-1,7-diazaspiro[3.4]oct-7-yl)-9H-pyrido[2,3-b]indol-3-yl]-1-methyl-4-oxo-1,8-naphthyridine-3-carboxylic acid